FC(OC1=CC(=C(C=N1)OCC(C#N)(C)C)C1=CC=2N(C=C1)N=C(C2)NC=2N=CC=1CCNCC1C2)F 3-[[6-(difluoromethoxy)-4-[2-(5,6,7,8-tetrahydro-2,6-naphthyridin-3-ylamino)pyrazolo[1,5-a]pyridin-5-yl]-3-pyridyl]oxy]-2,2-dimethyl-propanenitrile